8-((2s,5r)-4-(1-(4-(cyclopropylmethoxy)phenyl)propyl)-5-ethyl-2-methylpiperazin-1-yl)-5-methyl-6-oxo-5,6-dihydro-1,5-naphthyridine-2-carbonitrile C1(CC1)COC1=CC=C(C=C1)C(CC)N1C[C@@H](N(C[C@H]1CC)C1=CC(N(C=2C=CC(=NC12)C#N)C)=O)C